(6-(methylthio)spiro[3.3]hept-2-yl)carbamic acid tert-butyl ester C(C)(C)(C)OC(NC1CC2(C1)CC(C2)SC)=O